(S)-3-(7'-oxo-7',9'-dihydro-2'H-spiro[piperidine-4,3'-pyrano[2,3-e]isoindol]-8'(4'H)-yl)piperidine-2,6-dione O=C1N(CC2=C3C(=CC=C12)CC1(CO3)CCNCC1)[C@@H]1C(NC(CC1)=O)=O